(±)-3-cyano-4-[3-[(4,5-dichloro-1-methyl-indole-2-carbonyl)-amino]tetrahydrofuran-3-yl]benzoyl chloride C(#N)C=1C=C(C(=O)Cl)C=CC1[C@]1(COCC1)NC(=O)C=1N(C2=CC=C(C(=C2C1)Cl)Cl)C |r|